OCCCC1(OCCC(C1O)O)O hydroxypropyl-tetrahydropyran-triol